N-(1-(2-(3,4-dichlorophenyl)hydrazine-1-carbonyl)cyclobutyl)-2-chloronicotinamide ClC=1C=C(C=CC1Cl)NNC(=O)C1(CCC1)NC(C1=C(N=CC=C1)Cl)=O